CO[C@@](C(=O)O)(C(F)(F)F)C1=CC=CC=C1 (S)-(-)-α-Methoxy-α-trifluoromethylphenylacetic acid